9-benzyl-8-(2-chloro-3-methoxyphenyl)-6-(1-methylcyclopropoxy)-9H-purine C(C1=CC=CC=C1)N1C2=NC=NC(=C2N=C1C1=C(C(=CC=C1)OC)Cl)OC1(CC1)C